C(C1=CC=CC=C1)N(C(O)=O)C12CC(C1)(C2)O.CC2(OC1=C(C=C(C=C1C=C2)C=CC(=O)NC2=CC=C(C=C2)OC)C2=CC(=CC=C2)C(F)(F)F)C 3-{2,2-dimethyl-8-[3-(trifluoromethyl)phenyl]-2H-chromen-6-yl}-N-(4-methoxyphenyl)acrylamide benzyl-(3-hydroxybicyclo[1.1.1]pentan-1-yl)carbamate